C[Si](CCC(C=C)O)(C)C 5-(trimethylsilyl)-1-penten-3-ol